C(C)(C)(C)N(C(O)=O)[C@H](CC1=CNC2=CC=CC=C12)C1=CC(=CC=C1)F.C(=CC)N1CC(CC1)C=1C=C(C=C2C=NC=NC12)C1=CC=C(C(=O)NC2=CC(=CC=C2)C(F)(F)F)C=C1 4-(8-(1-propenylpyrrolidin-3-yl)quinazolin-6-yl)-N-(3-(trifluoromethyl)phenyl)benzamide tert-butyl-(R)-(1-(3-fluorophenyl)-2-(1H-indol-3-yl)ethyl)carbamate